C1(CC2C(CC1)O2)CC(C(=O)O)(CCCC(=O)O)CC2CC1C(CC2)O1 bis(3,4-epoxycyclohexylmethyl)adipic acid